5-((2-cyclopropyl-3,4-dihydroquinolin-1(2H)-yl)sulfonyl)-2-((tetrahydro-2H-pyran-4-yl)methoxy)benzoic acid methyl ester COC(C1=C(C=CC(=C1)S(=O)(=O)N1C(CCC2=CC=CC=C12)C1CC1)OCC1CCOCC1)=O